2-chloro-N-(5-cyclopropyl-1H-pyrazol-3-yl)-6-methoxy-7-(3-(pyrrolidin-1-yl)propoxy)quinazolin-4-amine ClC1=NC2=CC(=C(C=C2C(=N1)NC1=NNC(=C1)C1CC1)OC)OCCCN1CCCC1